C1(CC1)C=1C(=C2C=NNC2=CC1)CNC(C1=CC(=C(C(=C1)C)F)F)=O N-((5-cyclopropyl-1H-indazol-4-yl)methyl)-3,4-difluoro-5-methylbenzamide